FC=1C=C(C=CC1C=1C=NC(=CC1)C=1N=NN(N1)C)N1C(O[C@@H](C1)C(C1CC1)O)=O (S)-3-(3-fluoro-4-(6-(2-methyl-2H-tetrazol-5-yl)pyridin-3-yl)phenyl)-5-(1-hydroxy-1-cyclopropylmethyl)oxazolidin-2-one